pyridine-5-carbonitrile hydrochloride Cl.N1=CC=CC(=C1)C#N